cis-3-fluoro-6-azabicyclo[3.1.1]heptane-6-carboxylic acid tert-butyl ester C(C)(C)(C)OC(=O)N1C2CC(CC1C2)F